Ethyl-thiophenol C(C)C1=C(C=CC=C1)S